C(#N)C1=CC=C(C=C1)C=1C(=NN(C1O)C1=CC=C(C=N1)NC(CC)=O)C N-(6-(4-(4-cyanophenyl)-5-hydroxy-3-methyl-1H-pyrazol-1-yl)pyridin-3-yl)propanamide